1-(3-trifluoromethoxyphenyl)-N-methyl-methylamine FC(OC=1C=C(C=CC1)CNC)(F)F